NC=1CN(C(=C(N1)C(F)(F)F)Br)CC=1N(C=CN1)C 3-amino-6-bromo-N-((1-methyl-1H-imidazol-2-yl)methyl)-5-(trifluoromethyl)pyrazine